ClC1=CC2=C(N=C(S2)C(=O)OC)C=C1 methyl 6-chlorobenzo[d]thiazole-2-carboxylate